(S)-2-(2-((6-(1-aminoisoquinolin-5-yl)-2,3-dihydro-1H-inden-1-yl)oxy)phenyl)acetic acid NC1=NC=CC2=C(C=CC=C12)C1=CC=C2CC[C@@H](C2=C1)OC1=C(C=CC=C1)CC(=O)O